2-bromo-6-methyl-N-(2-methylallyl)aniline BrC1=C(NCC(=C)C)C(=CC=C1)C